6-(cyclopropanecarboxamido)-4-((2-methoxy-3-(1-((1S,2R)-2-methoxycyclopentyl)-1H-pyrazol-4-yl)phenyl)amino)pyridazine-3-carboxamide C1(CC1)C(=O)NC1=CC(=C(N=N1)C(=O)N)NC1=C(C(=CC=C1)C=1C=NN(C1)[C@@H]1[C@@H](CCC1)OC)OC